CN1C[C@H]([C@@H](C1)C)C=1SC2=C(N1)C=C(C=C2)B2OC(C(O2)(C)C)(C)C |r| 2-(rac-(3S,4S)-1,4-dimethylpyrrolidin-3-yl)-5-(4,4,5,5-tetramethyl-1,3,2-dioxaborolan-2-yl)benzo[d]thiazole